(S)-3-(isoquinolin-4-yl)-1-(2-methoxy-4-(trifluoromethyl)phenyl)-2-oxoimidazolidine-4-carbonitrile C1=NC=C(C2=CC=CC=C12)N1C(N(C[C@H]1C#N)C1=C(C=C(C=C1)C(F)(F)F)OC)=O